C(=CC)N1C=CC=CC=C1 N-propenylazepine